(7R,14R)-6-(methyl-d3)-11-(1-methyl-1H-imidazol-4-yl)-1-((triisopropylsilyl)ethynyl)-6,7-dihydro-7,14-methanobenzo[f]benzo[4,5]imidazo[1,2-a][1,4]diazocin-5(14H)-one C(N1[C@H]2C=3N([C@@H](C4=C(C1=O)C=CC=C4C#C[Si](C(C)C)(C(C)C)C(C)C)C2)C2=C(N3)C=CC(=C2)C=2N=CN(C2)C)([2H])([2H])[2H]